6-ethoxy-4-(6-(6-(pyridin-3-ylmethyl)-3,6-diazabicyclo[3.1.1]heptan-3-yl)pyridin-3-yl)pyrazolo[1,5-a]pyridine-3-carbonitrile C(C)OC=1C=C(C=2N(C1)N=CC2C#N)C=2C=NC(=CC2)N2CC1N(C(C2)C1)CC=1C=NC=CC1